C(C)(=O)O[C@@H]1[C@H](O[C@@H]([C@H]([C@@H]1OC(C)=O)OC(C)=O)COC(C)=O)OCCN(C(CN(CC(=O)NCCCCCC(=O)OCC1=CC=CC=C1)CC(=O)NCCO[C@H]1[C@@H](O)[C@H](O)[C@H](O)[C@@H](O1)C)=O)CCO[C@@H]1[C@@H](OC(C)=O)[C@@H](OC(C)=O)[C@H](OC(C)=O)[C@H](O1)COC(C)=O benzyl 6-(2-{[2-(bis{2-[(2,3,4,6-tetra-O-acetyl-α-D-mannopyranosyl)oxy]ethyl}amino)-2-oxoethyl] [2-({2-[(α-L-fucopyranosyl)oxy]ethyl}amino)-2-oxoethyl]amino}acetamido)hexanoate